O(S(=O)(=O)O)C[C@@]12C(CC[C@H]1[C@@H]1CC=C3CCCC[C@]3(C)[C@H]1CC2)=O sulfoxy-5-androsten-17-one